1-iodo-3,5-dimethylbenzene IC1=CC(=CC(=C1)C)C